COC=1C=C(C=CC1)C1C(CSCC1)CN(C)C 1-(4-(3-Methoxyphenyl)Tetrahydro-2H-Thiopyran-3-Yl)-N,N-Dimethyl-Methanamine